1-cyclopropyl-6-[1-(2-fluoro-6-methyl-phenyl)-piperidin-4-yl]-4-(3-trifluoromethyl-pyridin-2-ylmethyl)-1,4,6,7-tetrahydro-pyrazolo[4,3-d]pyrimidin-5-one C1(CC1)N1N=CC=2N(C(N(CC21)C2CCN(CC2)C2=C(C=CC=C2C)F)=O)CC2=NC=CC=C2C(F)(F)F